CN1C(C2=C3C(C(=CC=C13)N1N=CC(=C1C(F)(F)F)C(=O)NC1=CC(=NC=C1)C(F)(F)F)=CC=C2)=C=O 1-(1-Methyl-2-carbonyl-1,2-dihydrobenzo[cd]indol-6-yl)-5-(trifluoromethyl)-N-(2-(trifluoromethyl)pyridin-4-yl)-1H-pyrazole-4-carboxamide